(6S)-2-(4-chloro-2-methyl-6-(4,4,5,5-tetramethyl-1,3,2-dioxaborolan-2-yl)benzyl)-4-(4-methoxybenzyl)-6-methylmorpholine ClC1=CC(=C(CC2CN(C[C@@H](O2)C)CC2=CC=C(C=C2)OC)C(=C1)B1OC(C(O1)(C)C)(C)C)C